2-chloro-N-[[2,3-difluoro-4-[5-(trifluoromethyl)-1,2,4-oxadiazol-3-yl]phenyl]methyl]-N-methoxy-benzamide ClC1=C(C(=O)N(OC)CC2=C(C(=C(C=C2)C2=NOC(=N2)C(F)(F)F)F)F)C=CC=C1